FC=1C=C2C(=CNC2=CC1F)C1C(N(C(C1)=O)C)=O 3-(5,6-difluoro-1H-indol-3-yl)-1-methylpyrrolidin-2,5-dione